CC1=CC=2N(N=C1N1CC=3C=C(C=NC3CC1)C=1N=NN(C1)C)C(C=CN2)=O 8-methyl-7-(3-(1-methyl-1H-1,2,3-triazol-4-yl)-7,8-dihydro-1,6-naphthyridin-6(5H)-yl)-4H-pyrimido[1,2-b]pyridazin-4-one